7-chloro-8-(2,5-dihydrofuran-2-yl)-2-methoxy-1,5-naphthyridine ClC1=CN=C2C=CC(=NC2=C1C1OCC=C1)OC